(3S,7S)-12-(benzyloxy)-N-(2,4-difluorobenzyl)-3-methyl-6-methylene-1,11-dioxo-1,6,7,11-tetrahydro-3H-2,7-methanopyrido[1,2-a][1,4]diazonine-10-carboxamide C(C1=CC=CC=C1)OC=1C(C(=CN2C1C(N1[C@H](C=CC([C@H]2C1)=C)C)=O)C(=O)NCC1=C(C=C(C=C1)F)F)=O